C(C1=CC=CC=C1)NC(=O)C=1N=C(SC1)NC1=NC=NC=C1 N-benzyl-2-(pyrimidin-4-ylamino)thiazole-4-carboxamide